BrC=1C=C(C=CC1)C(C(=O)O)(CCSCC(C)(C=1C=NNC1)C)C 2-(3-Bromophenyl)-2-methyl-4-((2-methyl-2-(1H-pyrazol-4-yl)propyl)thio)butanoic acid